FC1=C(C=CC(=C1)OC1=CC(=NC=C1)NC1=NN(C=C1)C)NC1=NC=NC2=CC(=C(C=C12)NC1CCN(CC1)C(C=C)=O)OC 1-(4-((4-((2-fluoro-4-((2-((1-methyl-1H-pyrazol-3-yl)amino)pyridin-4-yl)oxy)phenyl)amino)-7-methoxyquinazolin-6-yl)amino)piperidin-1-yl)prop-2-en-1-one